C(=O)C=1C=C(CNC(OC(C)(C)C)=O)C=CC1 TERT-BUTYL 3-FORMYLBENZYLCARBAMATE